Cl.C(#N)C1=CC=C(C=C1)[C@H](C)NC(=O)C1(CCOCC1)N1C[C@@H](CC1)OC1=CC(=CC=C1)C(F)(F)F N-((S)-1-(4-Cyanophenyl)ethyl)-4-((R)-3-(3-(trifluoromethyl)phenoxy)pyrrolidin-1-yl)tetrahydro-2H-pyran-4-carboxamide, hydrochloride